(3-fluorobicyclo[1.1.1]pentane-1-yl)methylamine hydrochloride Cl.FC12CC(C1)(C2)CN